tert-butyl 3-{2-[2-(2-methoxyethoxy)ethoxy]ethyl}pyrrolo[3,2-b]pyridine-1-carboxylate COCCOCCOCCC1=CN(C=2C1=NC=CC2)C(=O)OC(C)(C)C